N-(2-aminoethyl)-aminopropionic acid sodium magnesium [Mg].[Na].NCCNC(C(=O)O)C